Ethyl 2,3-diamino-3-imino-propanoate NC(C(=O)OCC)C(=N)N